2-Amino-5-(1-[3-[1-(2,6-dioxopiperidin-3-yl)-3-methyl-2-oxo-1,3-benzodiazol-4-yl]propyl]pyrazol-4-yl)pyridine-3-carboxylic acid NC1=NC=C(C=C1C(=O)O)C=1C=NN(C1)CCCC1=CC=CC=2N(C(N(C21)C)=O)C2C(NC(CC2)=O)=O